CCCCCCC1=C(C(=CC=C1)C(=O)O)O hexylhydroxybenzoic acid